FC=1C=C(CC2=CC(=NC=C2)N2N=C(C=3C(NCCC32)=O)CO)C=C(C1)C(F)(F)F 1-(4-(3-fluoro-5-(trifluoromethyl)benzyl)pyridin-2-yl)-3-(hydroxymethyl)-1,5,6,7-tetrahydro-4H-pyrazolo[4,3-c]pyridin-4-one